C[SiH](CCC1CC2OC2CC1)CC1CC2OC2CC1 methyl-[(7-oxabicyclo[4.1.0]hept-3-yl)methyl][2-(7-oxabicyclo[4.1.0]hept-3-yl)ethyl]silane